COC([O-])=O.C(C)[N+]1(CCOCC1)C 4-ethyl-4-methylmorpholinium methylcarbonate